2-((1-(1,6-dimethyl-1H-pyrazolo[3,4-d]pyrimidin-4-yl)azetidin-3-yl)methyl)-6-(pyridin-4-yl)pyridazin-3(2H)-one CN1N=CC=2C1=NC(=NC2N2CC(C2)CN2N=C(C=CC2=O)C2=CC=NC=C2)C